C(C)(=O)N(C(C(C)C1=CC=C(C=C1)CC(C)C)=O)C1=C(C=C(C=C1C)S(=O)(=O)N1CCN(CC1)CC)C N-acetyl-N-{4-[(4-ethylpiperazin-1-yl)sulfonyl]-2,6-dimethylphenyl}-2-(4-isobutylphenyl)propanamide